Ethyl (1R,2S,3S,4R)-3-((5-cyclopropyl-2-(5-fluoro-1-tosyl-1H-pyrrolo[2,3-b]Pyridine-3-yl)pyrrolo[2,1-f][1,2,4]triazin-4-yl)amino)bicyclo[2.2.2]octane-2-carboxylate C1(CC1)C=1C=CN2N=C(N=C(C21)N[C@@H]2[C@H](C1CCC2CC1)C(=O)OCC)C1=CN(C2=NC=C(C=C21)F)S(=O)(=O)C2=CC=C(C)C=C2